3'-(bromomethyl)-2-methyl-[1,1'-biphenyl]-4-sulfonamide BrCC=1C=C(C=CC1)C1=C(C=C(C=C1)S(=O)(=O)N)C